FC(C=1C=C(C=C(C1)C(F)(F)F)C=1C=C(C=CC1)CNC(=O)C1CCCC1)(F)F N-({3-[3,5-bis(trifluoromethyl)phenyl]phenyl}methyl)cyclopentanecarboxamide